Isopropyl 7-methoxy-1-methyl-2-(6-((1R)-1-(2-methyl-2-(trifluoromethyl)pent-4-enamido)ethyl)-1-(pent-4-en-1-yl)-1H-pyrrolo[2,3-b]pyridin-2-yl)-1H-benzo[d]imidazole-5-carboxylate COC1=CC(=CC2=C1N(C(=N2)C2=CC=1C(=NC(=CC1)[C@@H](C)NC(C(CC=C)(C(F)(F)F)C)=O)N2CCCC=C)C)C(=O)OC(C)C